N-tert-Butoxycarbonyl-N-[4-[[5-(4-cyclopropyl-2-fluoro-anilino)-4-methyl-3-pyridinyl]methyl]-3-fluoro-2-pyridinyl]carbamic acid tert-butyl ester C(C)(C)(C)OC(N(C1=NC=CC(=C1F)CC=1C=NC=C(C1C)NC1=C(C=C(C=C1)C1CC1)F)C(=O)OC(C)(C)C)=O